COC(=O)C=1SC=C(C1NC(C[N+]1(CCCCCC1)CC(=O)NC1=CC(=NS1)C)=O)C 1-(2-((2-(methoxycarbonyl)-4-methylthiophen-3-yl)amino)-2-oxoethyl)-1-(2-((3-methylisothiazol-5-yl)amino)-2-oxoethyl)azepan-1-ium